C(#N)C1=CC=C2C(=CNC2=C1)CCC(=O)OC(C)(C)C Tert-butyl 3-(6-cyano-1H-indol-3-yl)propanoate